(4-Methylbenzyl)-2-Phenyl[1,2,4]Triazolo[1,5-C]Quinazolin-5(6H)-One CC1=CC=C(CN2C(N3C(C=4C=CC=CC24)=NC(=N3)C3=CC=CC=C3)=O)C=C1